[Si](C)(C)(C(C)(C)C)OC[C@@H]([C@H](C)O)NC1=NC2=CC=C(C=C2C(N1CC=1C=NN(C1)C)=O)S(=O)(=O)NC1(CC1)C 2-{[(2S,3S)-1-[(tert-butyldimethylsilyl)oxy]-3-hydroxybutan-2-yl]amino}-N-(1-methylcyclopropyl)-3-[(1-methylpyrazol-4-yl)methyl]-4-oxoquinazoline-6-sulfonamide